FC1(CCN(CC1)C1COC1)COC1=C(C=C(C=N1)S(=O)(=O)N)[N+](=O)[O-] 6-((4-Fluoro-1-(oxetan-3-yl)piperidin-4-yl)methoxy)-5-nitropyridine-3-sulfonamide